7-bromo-3,3-dimethylchroman-4-one BrC1=CC=C2C(C(COC2=C1)(C)C)=O